C1(CCC1)CN1C(N(CC12CCC(CC2)(C2=CC=CC=C2)NC)C2=C(C#N)C=C(C=C2)S(=O)(=O)C)=O cis-2-[1-(cyclobutyl-methyl)-8-methylamino-2-oxo-8-phenyl-1,3-diazaspiro[4.5]decan-3-yl]-5-methylsulfonyl-benzonitrile